NC1CCN(CC1)C=1N(C(C(=C(N1)C1=CC(=C(C#N)C=C1)F)C1=CC(=CC=C1)F)=O)C 4-[2-(4-aminopiperidin-1-yl)-5-(3-fluorophenyl)-1-methyl-6-oxopyrimidin-4-yl]-2-fluorobenzonitrile